butyl L-alaninate hydrochloride Cl.N[C@@H](C)C(=O)OCCCC